C(C1=CC=CC=C1)(=O)O.C(C)[Na] ethyl-(sodium) benzoate